(7-fluoro-2,2-dimethylchroman-4-yl)methanesulfonamide FC1=CC=C2C(CC(OC2=C1)(C)C)CS(=O)(=O)N